3-(1,4-dimethyl-1H-benzo[d][1,2,3]triazol-5-yl)-3-(3-(((R)-2-ethyl-7-fluoro-2,3-dihydronaphtho[2,1-f][1,4]oxazepin-4(5H)-yl)methyl)-4-methylphenyl)-2,2-dimethylpropionic acid CN1N=NC2=C1C=CC(=C2C)C(C(C(=O)O)(C)C)C2=CC(=C(C=C2)C)CN2C[C@H](OC1=C(C2)C=C(C2=CC=CC=C21)F)CC